(1-((1R,4R,5S)-2-azabicyclo[2.1.1]hexan-5-yl)-7-(2,3-dichlorophenyl)-2-((R)-1-(3,3-difluoroazetidine-1-carbonyl)pyrrolidin-2-yl)-6-fluoro-1H-pyrrolo[3,2-c]quinolin-8-yl)propionitrile [C@H]12NC[C@H]([C@@H]1N1C(=CC=3C=NC=4C(=C(C(=CC4C31)C(C#N)C)C3=C(C(=CC=C3)Cl)Cl)F)[C@@H]3N(CCC3)C(=O)N3CC(C3)(F)F)C2